N-methyl-L-alanine dinitrobenzyl ester [N+](=O)([O-])C(C1=CC=CC=C1)([N+](=O)[O-])OC([C@@H](NC)C)=O